ClC=1C=CC2=C(CC(CC=3N2C(=NN3)[C@@H]3CC[C@H](CC3)OC3=NC=CC=C3)F)C1 8-chloro-5-fluoro-1-[trans-4-(pyridin-2-yloxy)cyclohexyl]-5,6-dihydro-4H-[1,2,4]triazolo[4,3-a][1]benzazepine